C(=O)(OC(C)(C)C)N[C@@H](C(=O)O)CCCCCC(=O)O (R)-2-(Boc-amino)octanedioic acid